6,8-difluoro-2-(3-{6,6-difluoro-4-azaspiro[2.4]heptane-4-carbonyl}-2H,4H,5H,6H,7H-pyrazolo[4,3-c]pyridine-5-carbonyl)indolizine FC1=CN2C=C(C=C2C(=C1)F)C(=O)N1CC=2C(CC1)=NNC2C(=O)N2C1(CC1)CC(C2)(F)F